diphenyl-(2,4,6-trimethylbenzoyl)oxyphosphorus oxide C1(=CC=CC=C1)P(OC(C1=C(C=C(C=C1C)C)C)=O)(C1=CC=CC=C1)=O